BrC1=C(C=C(C=C1)Cl)CCNC1=CC(=NC=N1)C1=CC(=CS1)OCC 5-{6-[2-(2-Bromo-5-chloro-phenyl)-ethylamino]-pyrimidin-4-yl}-3-ethoxy-thiophen